BrC1=CC(=NC=C1Cl)O[C@H]1CNCC1 (R)-3-((4-bromo-5-chloropyridin-2-yl)oxy)pyrrolidin